C1(CCC1)C=1C(=NN(C1NC(C[C@H]1C(C(C1)(F)F)(F)F)=O)C)CC1=CC=C(C=C1)F (R)-N-(4-cyclobutyl-3-(4-fluorobenzyl)-1-methyl-1H-pyrazol-5-yl)-2-(2,2,3,3-tetrafluorocyclobutyl)acetamide